(E)-1,2-DIFLUORoETHYLEN F\C=C\F